N-(N-(tert-butoxycarbonyl)-N-methyl-L-leucyl)-N-methyl-D-aspartic acid 4-benzyl 1-methyl ester COC([C@H](N(C)C([C@@H](N(C)C(=O)OC(C)(C)C)CC(C)C)=O)CC(=O)OCC1=CC=CC=C1)=O